FC1=CC=C(C=C1)C(N1C(CNCC1)CF)C1=CC=C(C=C1)F 1-(bis(4-fluorophenyl)methyl)-2-(fluoromethyl)piperazine